(3S)-6-fluoro-3-methyl-4-[(3-methyloxetan-3-yl)carbonyl]-3,5-dihydro-2H-1,4-benzoxazepine-8-carboxylic acid FC1=CC(=CC2=C1CN([C@H](CO2)C)C(=O)C2(COC2)C)C(=O)O